(Z)-3-(1-(4-amino-2-fluorobut-2-en-1-yl)-2-(trifluoromethyl)-1H-benzo[d]imidazol-4-yl)-N-cyclopropylbenzenesulfonamide NC\C=C(\CN1C(=NC2=C1C=CC=C2C=2C=C(C=CC2)S(=O)(=O)NC2CC2)C(F)(F)F)/F